NC=1C=C(C=CC1)S(=O)(=O)NC1=NC(=CC(=N1)C1=C(C=CC=C1)COC)OC1=CC=CC=C1 3-amino-N-[4-[2-(methoxymethyl)phenyl]-6-phenoxy-pyrimidin-2-yl]benzenesulfonamide